4-(4-((trimethylsilyl)ethyn-yl)phenyl)morpholine C[Si](C)(C)C#CC1=CC=C(C=C1)N1CCOCC1